(5-(3,3-difluoroazetidin-1-yl)pyrimidin-2-yl)methanol FC1(CN(C1)C=1C=NC(=NC1)CO)F